(1-(3-chloropyridin-4-yl)-5-(1,8-diazaspiro[4.5]decan-8-yl)-1H-indol-4-yl)methanol ClC=1C=NC=CC1N1C=CC2=C(C(=CC=C12)N1CCC2(CCCN2)CC1)CO